ClC1=C(C=C(CNC(=O)C=2N(C3=CC=C(C=C3C2)NC(C2=C(C=CC(=C2)CNC(C(C)C)=O)Cl)=O)CC(F)(F)F)C=C1)F N-(4-chloro-3-fluorobenzyl)-5-(2-chloro-5-(isobutyrylaminomethyl)benzoylamino)-1-(2,2,2-trifluoroethyl)-1H-indole-2-carboxamide